C(C)N(C#N)C1=CC=NC=C1 N-ethyl-N-(pyridin-4-yl)cyanamide